6-[3-(Trifluoromethyl)phenyl]-1-[[4-(trifluoromethyl)phenyl]methyl]pyrazolo[4,3-b]pyridine hydrochloride salt Cl.FC(C=1C=C(C=CC1)C=1C=C2C(=NC1)C=NN2CC2=CC=C(C=C2)C(F)(F)F)(F)F